tert-butyl 4-(5-nitro-3-pyridyl)-3,6-dihydro-2H-pyridine-1-carboxylate [N+](=O)([O-])C=1C=C(C=NC1)C=1CCN(CC1)C(=O)OC(C)(C)C